CC1=CC=C(C=C1)C1=C(C=CC=C1)C1=NN=NN1 5-(4'-methyl-biphenyl-2-yl)-1H-tetrazole